FC(CN1N=CC=2C1=NC(=CN2)N2CC1(CC(C1)OC=1C=NC=CC1C(F)(F)F)CCC2)(F)F 6-[1-(2,2,2-trifluoroethyl)-1H-pyrazolo[3,4-b]pyrazin-6-yl]-2-{[4-(trifluoromethyl)pyridin-3-yl]oxy}-6-azaspiro[3.5]nonane